5-(2-(benzyloxy)-4-fluorophenoxy)-4-chloropyrimidine C(C1=CC=CC=C1)OC1=C(OC=2C(=NC=NC2)Cl)C=CC(=C1)F